4-amino-1-(sec-butyl)-3-methyl-1H-pyrazole-5-carboxylate NC=1C(=NN(C1C(=O)[O-])C(C)CC)C